(2R,3S)-3-((tert-butoxycarbonyl)amino)-2-(((4-(4-(2-ethoxy-2-oxoethoxy)-6-methylpyrimidin-5-yl)cyclohex-3-en-1-yl)oxy)methyl)piperidine-1-carboxylate C(C)(C)(C)OC(=O)N[C@@H]1[C@@H](N(CCC1)C(=O)[O-])COC1CC=C(CC1)C=1C(=NC=NC1C)OCC(=O)OCC